C1(=CC=CC=C1)C1=NC(=CC(=C1)C=1C=CC=C(C#N)C1N1C2=C(C3=CC=CC=C13)C=CN=C2)C2=CC=CC=C2 5-(2,6-diphenylpyridin-4-yl)-6-(9H-pyrido[3,4-b]indol-9-yl)benzonitrile